CN1N=C(C=C1)[C@](C)(C#C)O |o1:6| (S)- or (R)-2-(1-Methyl-1H-pyrazol-3-yl)-but-3-yn-2-ol